N-(3-chloro-2-fluoro-phenyl)-6-(4,7-diazaspiro[2.5]octan-7-yl)-7-methoxy-pyrido[3,2-d]pyrimidin-4-amine ClC=1C(=C(C=CC1)NC=1C2=C(N=CN1)C=C(C(=N2)N2CCNC1(CC1)C2)OC)F